COC(C1=CC=CC(=C1)N1C(OCC1)=O)=O 5-(2-oxooxazolidin-3-yl)benzoic acid methyl ester